C(#N)C1=C(C=C(NC=2C(=C(C=3C(C4=CC=CC=C4C(C3C2F)=O)=O)OCCCC)OCCCC)C=C1)Cl 3-(4-cyano-3-chloroanilino)-1,2-dibutoxy-4-fluoroanthraquinone